(4-(4-(1-(3-(trifluoromethyl)-7,8-dihydro-[1,2,4]triazolo[4,3-b]pyridazin-6-yl)piperidin-4-yl)phenoxy)butoxy)ethylcarbamic acid tert-butyl ester C(C)(C)(C)OC(NCCOCCCCOC1=CC=C(C=C1)C1CCN(CC1)C=1CCC=2N(N1)C(=NN2)C(F)(F)F)=O